tert-butyl ((1r,3r)-3-(4-(2-(4-((2-(5-methyl-1,2,4-oxadiazol-3-yl) Pyrimidin-5-yl)oxy)phenyl)propan-2-yl)phenoxy)cyclobutyl)carbamate CC1=NC(=NO1)C1=NC=C(C=N1)OC1=CC=C(C=C1)C(C)(C)C1=CC=C(OC2CC(C2)NC(OC(C)(C)C)=O)C=C1